[N+](=O)([O-])CC(C1=C(NC2=CC=CC=C12)C1=CC=CC=C1)C1=CC=C(C=C1)NC(C=C)=O N-(4-(2-nitro-1-(2-phenyl-1H-indol-3-yl)ethyl)phenyl)acrylamide